6-{2-[benzyl(methyl)amino]ethoxy}-3-(6-fluoropyridin-3-yl)-2-[4-(4-methyl-1,2,4-triazol-3-yl)piperidin-1-yl]benzonitrile C(C1=CC=CC=C1)N(CCOC1=CC=C(C(=C1C#N)N1CCC(CC1)C1=NN=CN1C)C=1C=NC(=CC1)F)C